1-(4-hydroxy-3-{2-[4-(trifluoromethoxy)phenyl]-6-oxa-2,9-diazaspiro[4.5]dec-9-yl}butyryl)imidazol-4-one tert-butyl-(R)-(1-(5-bromopyrazin-2-yl)piperidin-3-yl)carbamate C(C)(C)(C)N(C(O)=O)[C@H]1CN(CCC1)C1=NC=C(N=C1)Br.OCC(CC(=O)N1C=NC(C1)=O)N1CCOC2(CCN(C2)C2=CC=C(C=C2)OC(F)(F)F)C1